C(=O)C1=CC=C(C=C1)C(CC)=O 1-(4-formylphenyl)propan-1-one